tert-butyl (R)-(2-((4-(1H-pyrazol-4-yl)phenyl)amino)-1-(3-methoxyphenyl)-2-oxoethyl)(2-((tert-butoxycarbonyl)(methyl)amino)ethyl)carbamate N1N=CC(=C1)C1=CC=C(C=C1)NC([C@@H](C1=CC(=CC=C1)OC)N(C(OC(C)(C)C)=O)CCN(C)C(=O)OC(C)(C)C)=O